O1CCC2=C1C=CC(=C2)C2CC=NN2C(=O)C2CCN(CC2)C(C)=O 1-(4-(5-(2,3-dihydrobenzo-furan-5-yl)-4,5-dihydro-1H-pyrazole-1-carbonyl)piperidin-1-yl)ethanone